ClC=1C=CC(=C(C1)C1=CC=C(C=C1)C[C@H](C[C@@](C(=O)[O-])(C)CO)NC(C(=O)OCC)=O)F.[Ca+2].ClC=1C=CC(=C(C1)C1=CC=C(C=C1)C[C@H](C[C@](C(=O)[O-])(CO)C)NC(C(OCC)=O)=O)F Calcium (2S,4R)-5-(5'-Chloro-2'-fluoro-[1,1'-biphenyl]-4-yl)-4-(2-ethoxy-2-oxoacetamido)-2-(hydroxymethyl)-2-methylpentanoate